tert-butyl 4-[1-(2,6-dibenzyloxy-3-pyridyl)-3-methyl-2-oxo-benzimidazol-5-yl]oxypiperidine-1-carboxylate C(C1=CC=CC=C1)OC1=NC(=CC=C1N1C(N(C2=C1C=CC(=C2)OC2CCN(CC2)C(=O)OC(C)(C)C)C)=O)OCC2=CC=CC=C2